NCCCOC1=CC=C(C=C1)[C@@H](C(=O)N[C@@H](C(=O)NCC1=CC=C(C=C1)O)CCCN\C(=N/C(NCCNC(CC)=O)=O)\N)N1CC2=CC=CC=C2C1 (R)-2-((S)-2-(4-(3-aminopropoxy)phenyl)-2-(isoindolin-2-yl)acetamido)-N-(4-hydroxybenzyl)-5-((Z)-2-((2-propionamidoethyl)carbamoyl)guanidino)-pentanamide